OCC1[C@H]2CN(C[C@@H]12)CC1=CC=C(C=C1)C1=CC=C(C=C1)CC1=CC=C(C=C1)N1N=C(N=C1C)C(=O)N 1-(4-((4'-(((1r,5s)-6-(hydroxymethyl)-3-azabicyclo[3.1.0]hexane-3-yl)methyl)-[1,1'-biphenyl]-4-yl)methyl)phenyl)-5-methyl-1H-1,2,4-triazole-3-carboxamide